6-chloro-1-(6-(3-methoxytetrahydrofuran-3-yl)pyridin-2-yl)-1H-pyrazolo[4,3-C]pyridine ClC1=CC2=C(C=N1)C=NN2C2=NC(=CC=C2)C2(COCC2)OC